2-(2,6-Dioxopiperidin-3-yl)-4-(((1-(2-morpholinoethyl)-1H-1,2,3-triazol-4-yl)methyl)amino)isoindoline-1,3-dione O=C1NC(CCC1N1C(C2=CC=CC(=C2C1=O)NCC=1N=NN(C1)CCN1CCOCC1)=O)=O